C(C)(C)N1N=CC(=C1)C=1C=C2C(=CNC2=CC1)NC(OC(C)(C)C)=O tert-Butyl N-[5-(1-isopropylpyrazol-4-yl)-1H-indol-3-yl]carbamate